3-[5-[(1R)-3-[4-(4-bromophenyl)piperazin-1-yl]-1-hydroxypropyl]7-methoxy-1-oxo-3H-isoindol-2-yl]Piperidine-2,6-dione BrC1=CC=C(C=C1)N1CCN(CC1)CC[C@@H](O)C=1C=C2CN(C(C2=C(C1)OC)=O)C1C(NC(CC1)=O)=O